2-(4-(isopentylthio)-3,5-dimethoxyphenyl)ethylamine C(CC(C)C)SC1=C(C=C(C=C1OC)CCN)OC